N-(2-((1s,3s,5s)-3-cyano-2-azabicyclo[3.1.0]hex-2-yl)-2-oxoethyl)-6-isopropoxyquinoline-4-carboxamide C(#N)[C@H]1N([C@H]2C[C@H]2C1)C(CNC(=O)C1=CC=NC2=CC=C(C=C12)OC(C)C)=O